6-(difluoromethoxy)-N-[(1,2-dimethyl-1H-pyrazolo[1,5-b][1,2,4]triazol-7-yl)methyl]-5-fluoropyridine-3-carboxamide FC(OC1=C(C=C(C=N1)C(=O)NCC=1C=NN2N=C(N(C21)C)C)F)F